((S)-6-(4-(trifluoromethyl)phenyl)-2-azaspiro[3.4]octan-2-yl)methanone FC(C1=CC=C(C=C1)[C@@H]1CC2(CN(C2)C=O)CC1)(F)F